CC1=CC=C(C=C1)S(=O)(=O)OC[C@@H](COC(C1=CC=CC=C1)(C1=CC=C(C=C1)OC)C1=CC=C(C=C1)OC)OC1=C(C=C(C=C1Cl)Br)Cl (R)-3-(bis(4-methoxyphenyl)(phenyl)methoxy)-2-(4-bromo-2,6-dichlorophenoxy)propyl 4-methylbenzenesulfonate